1-(4-chloro-3-(trifluoromethyl)phenyl)-3-(4-cyano-3-methoxyphenyl)urea ClC1=C(C=C(C=C1)NC(=O)NC1=CC(=C(C=C1)C#N)OC)C(F)(F)F